(6-(3-cyclopropyl-1H-1,2,4-triazol-1-yl)-2-azaspiro[3.3]heptan-2-yl)(3-(2-fluoro-4-(trifluoromethyl)phenoxy)azetidin-1-yl)methanone C1(CC1)C1=NN(C=N1)C1CC2(CN(C2)C(=O)N2CC(C2)OC2=C(C=C(C=C2)C(F)(F)F)F)C1